tert-butyl [(24-oxo-25-aza-3,6,9,12,15,18,21-heptaoxaoctacosan-27-yn-1-yl)amino]carboxylate O=C(CCOCCOCCOCCOCCOCCOCCOCCNC(=O)OC(C)(C)C)NCC#C